Trans-4-(dibenzylamino)cyclohexan-1-ol 1-[6-(2-aminoethylamino)-6-oxohexyl]-3,3-dimethyl-indoline-5-sulphonate NCCNC(CCCCCN1CC(C2=CC(=CC=C12)S(=O)(=O)O[C@@H]1CC[C@H](CC1)N(CC1=CC=CC=C1)CC1=CC=CC=C1)(C)C)=O